CC1=C(N(C=2N=C(N=C(C21)Cl)N)C2CCCC2)C(=O)OC2C(OOC(C2)C2=CC=C(C=C2)Cl)(C)OC (6-(4-chlorophenyl)-3-methoxy-3-methyl-1,2-dioxane-4-yl) methyl-2-amino-4-chloro-7-cyclopentyl-7H-pyrrolo[2,3-d]pyrimidine-6-carboxylate